4-(piperidine-4-carbonyl)benzene N1CCC(CC1)C(=O)C1=CC=CC=C1